ClC1=CN=C(S1)N1CCN(CC1)C(CCOC[C@H](C)NC1=C(C(NN=C1)=O)C(F)(F)F)=O (S)-5-((1-(3-(4-(5-Chlorothiazol-2-yl)piperazin-1-yl)-3-oxopropoxy)propan-2-yl)amino)-4-(trifluoromethyl)pyridazin-3(2H)-one